C1=CC=CC=2C3=CC=CC=C3C(C12)COC(=O)N[C@@H](C(=O)O)CN(C1=CC=CC=C1)C (R)-2-((((9H-fluoren-9-yl)methoxy)carbonyl)amino)-3-(methyl(phenyl)amino)propanoic acid